N-Hydroxypropyl-Acrylamide OCCCNC(C=C)=O